N-(3-(2-(bicyclo[1.1.1]pentan-1-yl)-5-(2-((2,2-dioxido-2-thiaspiro[3.3]heptan-6-yl)amino)pyrimidin-4-yl)thiazol-4-yl)-2-fluorophenyl)-2-fluoro-6-(trifluoromethyl)benzenesulfonamide C12(CC(C1)C2)C=2SC(=C(N2)C=2C(=C(C=CC2)NS(=O)(=O)C2=C(C=CC=C2C(F)(F)F)F)F)C2=NC(=NC=C2)NC2CC1(CS(C1)(=O)=O)C2